FC1=C(OC2=CC=NC3=CC(=C(C=C23)OC)OCCC(=O)[O-])C=CC(=C1)NC(=O)C1(CC1)C(NC1=CC(=CC=C1)Cl)=O.[Na+] Natrium 3-[[4-[2-Fluoro-4-[[1-[(3-Chlorophenyl)carbamoyl]cyclopropanecarbonyl]amino] phenoxy]-6-methoxy-7-quinolyl]oxy]propionat